5-[[(3R,5R)-5-[4-[[4-[2-(2,6-dioxo-3-piperidyl)-1-oxo-isoindolin-5-yl]-1-piperidyl]methyl]phenyl]-1-methyl-3-piperidyl]amino]-2-methyl-3-oxo-pyridazine-4-carbonitrile O=C1NC(CCC1N1C(C2=CC=C(C=C2C1)C1CCN(CC1)CC1=CC=C(C=C1)[C@H]1C[C@H](CN(C1)C)NC1=C(C(N(N=C1)C)=O)C#N)=O)=O